3,3'-[1,5,9-triazacyclododecane-1,5-diylbis(methylene)]bis(2-hydroxy-5-methylbenzamide) N1(CCCN(CCCNCCC1)CC=1C(=C(C(=O)N)C=C(C1)C)O)CC=1C(=C(C(=O)N)C=C(C1)C)O